(E)-3-(thiophen-3-yl)acryloyl chloride S1C=C(C=C1)/C=C/C(=O)Cl